1-(3,6-dihydro-2H-pyran-4-yl)-4-(trifluoromethyl)-1H-imidazole O1CCC(=CC1)N1C=NC(=C1)C(F)(F)F